2-[(6-methoxy-2-methyl-1,2,3,4-tetrahydroisoquinolin-7-yl)amino]-4-{[2-(1,3-thiazol-2-yl)phenyl]amino}pyrimidine-5-carboxamide COC=1C=C2CCN(CC2=CC1NC1=NC=C(C(=N1)NC1=C(C=CC=C1)C=1SC=CN1)C(=O)N)C